(cyclohexen-1-yl)-N4-methyl-N2-[7-(3-pyrrolidin-1-ylpropoxy)-2,3-dihydrobenzofuran-5-yl]pyrimidine-2,4-diamine C1(=CCCCC1)C=1C(=NC(=NC1)NC=1C=C(C2=C(CCO2)C1)OCCCN1CCCC1)NC